C(C)(C)(C)OC(CN1CCN(CCNCCN(CC1)CC(=O)OC(C)(C)C)CC(=O)OC(C)(C)C)=O (4,10-Bis-tert-butoxycarbonylmethyl-1,4,7,10-tetraaza-cyclododec-1-yl)-acetic acid tert-butyl ester